(R)-N-((S)-1'-(4-amino-6-cyanopyrimidin-2-yl)-5,7-dihydrospiro[cyclopenta[b]pyridin-6,4'-piperidin]-5-yl)-2-methylpropan-2-sulfinamide NC1=NC(=NC(=C1)C#N)N1CCC2(CC1)[C@@H](C=1C(=NC=CC1)C2)N[S@](=O)C(C)(C)C